ClC1=C(C(=CC=C1OCCNCCCF)Cl)[C@H]1N([C@@H](CC2=C1NC1=CC=C(C=C21)F)C)CC(C(=O)O)C 3-((1R,3R)-1-(2,6-dichloro-3-(2-((3-fluoropropyl)amino)ethoxy)phenyl)-6-fluoro-3-methyl-1,3,4,9-tetrahydro-2H-pyrido[3,4-b]indol-2-yl)-2-methylpropanoic acid